Cl.Cl.C1(CC1)COC1N(CCCC1)C1CCNCC1 (cyclopropylmethoxy)-1,4'-bipiperidine dihydrochloride